6-(2-(cyclopropylmethoxy)pyrimidin-5-yl)-2-((5-fluoropyridin-3-yl)methyl)pyridazin-3(2H)-one C1(CC1)COC1=NC=C(C=N1)C=1C=CC(N(N1)CC=1C=NC=C(C1)F)=O